(diphenyltriazinyl)[phenyl(dimethylfluorenyl)dibenzoselenophenyl]benzene calcium diborate B([O-])([O-])OB([O-])[O-].[Ca+2].C1(=CC=CC=C1)C1=C(C(=NN=N1)C1=C(C=CC=C1)C1=C(C(=CC=2[Se]C3=C(C21)C=CC=C3)C3=CC=CC=C3)C3=C(C(=CC=2C1=CC=CC=C1CC32)C)C)C3=CC=CC=C3.[Ca+2]